C1(=CC=CC=C1)N1N=C(C2=C1C=NC=N2)NC(C2=CC=CC=C2)=O N-phenyl-benzoylaminopyrazolopyrimidine